2-chloro-6-methyl-4-phenyl-7-tosyl-7H-pyrrolo[2,3-d]pyrimidine ClC=1N=C(C2=C(N1)N(C(=C2)C)S(=O)(=O)C2=CC=C(C)C=C2)C2=CC=CC=C2